C=1N(C=C2C=NC=CC21)C(=O)OC(C)(C)C tert-butyl pyrrolo[3,4-c]pyridine-2-carboxylate